[C@H](C)(CC)[C@@H]1N(CC2=C(NC1=O)C=CC=C2)C(=O)NCC(=O)N2[C@@H](CCC2)C(=O)O ((S)-3-((S)-sec-butyl)-2-oxo-2,3,4,5-tetrahydro-1H-benzo[e][1,4]diazepine-4-carbonyl)glycyl-L-proline